5-isocyanato-1-(3-isocyanatoprop-1-yl)-1,3,3-tri-methylcyclohexane N(=C=O)C1CC(CC(C1)(C)CCCN=C=O)(C)C